OCCN(C1=CC=CC=C1)CCO N,N-di(β-hydroxyethyl)-aniline